FC(C1=C(C=CC(=C1)C(F)(F)F)C(C)N1N=CC(=C1)NC(=O)C1=NC=CC=C1)(F)F N-(1-(1-(2,4-bis(trifluoromethyl)phenyl)ethyl)-1H-pyrazol-4-yl)pyridinecarboxamide